(S)-5-(4-cyclohexylphenyl)-3-(3-(fluoromethyl)azetidine-1-carbonyl)-2-(morpholin-2-yl)pyrazolo[1,5-a]pyrimidin-7(4H)-one C1(CCCCC1)C1=CC=C(C=C1)C=1NC=2N(C(C1)=O)N=C(C2C(=O)N2CC(C2)CF)[C@@H]2CNCCO2